5-(3-amino-phenyl)-3-(2,6-dichloro-benzyloxy)-pyridin-2-ylamine NC=1C=C(C=CC1)C=1C=C(C(=NC1)N)OCC1=C(C=CC=C1Cl)Cl